1-naphthalenesulfonyl chloride C1(=CC=CC2=CC=CC=C12)S(=O)(=O)Cl